ClC1=NC=C(C(=N1)NC1=CC(=CC=C1)[N+](=O)[O-])F 2-chloro-5-fluoro-N-(3-nitrophenyl)pyrimidin-4-amine